ClCC1=C[C@H]2[C@H]3[C@@H](O1)OC([C@@H]2C=C3)=O (1S,4aS,5R,7aS)-3-(chloromethyl)-1,4a,5,7a-tetrahydro-1,5-(epoxymethano)cyclopenta[c]pyran-8-one